3-(1-Acetylpiperidin-4-yl)-5-chloro-1-(4-(5-(difluoromethyl)-1,3,4-oxadiazol-2-yl)benzyl)-1,3-dihydro-2H-benzo[d]imidazol-2-one C(C)(=O)N1CCC(CC1)N1C(N(C2=C1C=C(C=C2)Cl)CC2=CC=C(C=C2)C=2OC(=NN2)C(F)F)=O